O1N=C(C=C1)COC1=CC=C2C=C(NC2=C1)CN (6-(isoxazol-3-ylmethoxy)-1H-indol-2-yl)methanamine